CC=1C(=NC=CC1)C1=NSC(=N1)NC1=NC=CC(=C1)C 3-(3-methylpyridin-2-yl)-N-(4-methylpyridin-2-yl)-1,2,4-thiadiazol-5-amine